2-{cis-3-[5-(2-aminopropan-2-yl)-3-chloropyridin-2-yl]cyclobutyl}-7-methoxy[1,2,4]triazolo[1,5-c]quinazolin-5-amine NC(C)(C)C=1C=C(C(=NC1)[C@H]1C[C@H](C1)C1=NN2C(=NC=3C(=CC=CC3C2=N1)OC)N)Cl